6-amino-9-[[6-[3-[(dimethylamino)methyl]pyrrolidin-1-yl]-3-pyridyl]methyl]-2-dimethylphosphoryl-7H-purin-8-one NC1=C2NC(N(C2=NC(=N1)P(=O)(C)C)CC=1C=NC(=CC1)N1CC(CC1)CN(C)C)=O